tert-butyl (S)-2-((((9H-fluoren-9-yl)methoxy)carbonyl)amino)-3-(2,5-dimethylphenyl)propanoate C1=CC=CC=2C3=CC=CC=C3C(C12)COC(=O)N[C@H](C(=O)OC(C)(C)C)CC1=C(C=CC(=C1)C)C